C1(C(C(C(C(C1OP(=O)(O)O)OP(=O)(O)O)OP(=O)(O)O)OP(=O)(O)O)OP(=O)(O)O)OP(=O)(O)O INOSITOL HEXAKISPHOSPHATE